8,8-dimethyl-5-trifluoromethyl-1,2,8,9-tetrahydro-6H-3-oxa-6,9-diaza-cyclopenta[a]naphthalene-7-thione CC1(C(NC2=C(C=C3C(=C2N1)CCO3)C(F)(F)F)=S)C